FC1=C2C(C(N(C2=C(C=C1C(F)(F)F)F)CC(=O)N[C@@H]([C@@H](CC(=O)OC(C)(C)C)C)C)=O)(C)C tert-butyl (3R,4R)-4-{2-[4,7-difluoro-3,3-dimethyl-2-oxo-5-(trifluoromethyl)indol-1-yl]acetamido}-3-methylpentanoate